C(C=C)([2H])([2H])N1C(C2=CC=CC=C2C1=O)=O 2-(allyl-1,1-d2)isoindoline-1,3-dione